{(3E)-2,2-dimethyl-3-[3-(6-methylpyridin-2-yl)prop-2-yn-1-ylidene]pyrrolidin-1-yl}(furan-2-yl)methanone CC/1(N(CC\C1=C/C#CC1=NC(=CC=C1)C)C(=O)C=1OC=CC1)C